8-Bromo-N-(5-chloro-6-(2H-1,2,3-triazol-2-yl)pyridin-3-yl)-1,2,2-trimethyl-2,3-dihydropyrido[3,4-b]pyrazine-4(1H)-carboxamide BrC1=CN=CC=2N(CC(N(C21)C)(C)C)C(=O)NC=2C=NC(=C(C2)Cl)N2N=CC=N2